trans-3-Boc-aminocyclobutylamine C(=O)(OC(C)(C)C)[C@@H]1C[C@H](C1)NN